(13E)-eicosen-1-ol C(=CCCCCCCCCCCCCCCCCCC)O